(6-nitropyridin-3-yl)piperazine-1-carboxylic acid tert-butyl ester C(C)(C)(C)OC(=O)N1C(CNCC1)C=1C=NC(=CC1)[N+](=O)[O-]